S1C(=NC2=C1CCCC2)C(C)O 1-(4,5,6,7-tetrahydrobenzo[d]thiazol-2-yl)ethan-1-ol